N1CC(CC(C1)C(=O)O)C(=O)O piperidine-3,5-dicarboxylic acid